4-((5-Chloro-7-(2-((2-(deuteromethyl)-3,5-dioxo-2,5-dihydro-1,2,4-triazine-4(3H)-yl)methyl)thieno[3,2-b]pyridin-7-yl)-1H-indol-1-yl)methyl)piperidine-4-carbonitrile ClC=1C=C2C=CN(C2=C(C1)C1=C2C(=NC=C1)C=C(S2)CN2C(N(N=CC2=O)C[2H])=O)CC2(CCNCC2)C#N